FC=1C=C(C2=C(C(=C(O2)C(C(F)(F)F)NC(=O)NC=2C=NC(=NC2)N2CC(C2)S(=O)(=O)C)C)C1)F 1-(1-(5,7-difluoro-3-methylbenzofuran-2-yl)-2,2,2-trifluoroethyl)-3-(2-(3-(methylsulfonyl)azetidin-1-yl)pyrimidin-5-yl)urea